ClC1=CC(=NC(=C1)C(=O)Cl)C(=O)Cl 4-chloropyridine-2,6-dicarboxylic acid dichloride